ClC1=NC2=CC=CC(=C2C=C1)C#N 2-chloro-5-cyanoquinoline